tert-butyl (2S)-2-[benzyloxycarbonyl(methyl)amino]-3-methyl-butanoate C(C1=CC=CC=C1)OC(=O)N([C@H](C(=O)OC(C)(C)C)C(C)C)C